α-methyl-N,N-dimethyltryptamine CC(N(C)C)CC1=CNC2=CC=CC=C12